S(=O)(=O)=C1N=C(C(N1)C(=O)O)C1=CC=CC=C1.N[C@]([C@@H](C(=O)OC)NS(=O)(=O)C1=CC=C(C=C1)[N+](=O)[O-])(C)C1=CC=CC=C1 methyl (2S,3R)-3-amino-2-[(4-nitrophenyl)sulfonylamino]-3-phenyl-butanoate sulfonyl-5-phenyl-4H-imidazole-4-carboxylate